(3R)-N1-[5-(2-chloro-6-methyl-4-pyridinyl)-4-(3-cyanophenyl)thiazol-2-yl]piperazine-1,3-dicarboxylic acid amide ClC1=NC(=CC(=C1)C1=C(N=C(S1)NC(=O)N1C[C@@H](NCC1)C(=O)O)C1=CC(=CC=C1)C#N)C